C(C)OC(=O)C=1C(=NC2=CC=C(C=C2C1Cl)C)C 2,6-dimethyl-4-chloroquinoline-3-carboxylic acid ethyl ester